(R)-tert-Butyl 3-((S)-2-((S)-2-((((9H-fluoren-9-yl)methoxy)carbonyl)amino)propanamido)-3-methoxy-N-methylpropanamido)-3-(4-chlorobenzyl)piperidine-1-carboxylate C1=CC=CC=2C3=CC=CC=C3C(C12)COC(=O)N[C@H](C(=O)N[C@H](C(=O)N(C)[C@@]1(CN(CCC1)C(=O)OC(C)(C)C)CC1=CC=C(C=C1)Cl)COC)C